(7S)-7-(3-fluorophenyl)-N4-methyl-N2-[3-(4-methylimidazol-1-yl)-1-bicyclo[1.1.1]pentyl]-6,7-dihydro-5H-cyclopenta[d]pyrimidine-2,4-diamine FC=1C=C(C=CC1)[C@@H]1CCC2=C1N=C(N=C2NC)NC21CC(C2)(C1)N1C=NC(=C1)C